C(C)OC1=NN2C(C=NC=C2)=C1C(=O)N(C(OC(C)(C)C)=O)C1=C(C(=C(C(=C1F)F)C1=CC=CC=C1)F)F Tert-butyl (2-ethoxypyrazolo[1,5-a]pyrazine-3-carbonyl)(2,3,5,6-tetrafluoro-[1,1'-biphenyl]-4-yl)carbamate